CC(=C[C@H]1C([C@@H]1C(=O)OCC1=C(C(=CC(=C1Cl)F)F)Cl)(C)C)C 2,6-dichloro-3,5-difluorobenzyl (1R)-trans-3-(2-methyl-1-propenyl)-2,2-dimethylcyclopropanecarboxylate